4-(2-(1,3-dioxolan-2-yl)-4-fluorophenyl)but-3-yn-1-ol O1C(OCC1)C1=C(C=CC(=C1)F)C#CCCO